5-(4-fluorophenyl)-6-isopropyl-1H-pyrazolo[4,3-g]Isoquinoline FC1=CC=C(C=C1)C1=C(N=CC2=CC3=C(C=C12)C=NN3)C(C)C